C1(=CCCC1)C1=C(NC2=C(C=CC=C12)C)C(=O)O 3-(cyclopent-1-en-1-yl)-7-methyl-1H-indole-2-carboxylic acid